trimethylthiophen-2-yl-tin C[Sn](C=1SC=CC1)(C)C